sulfomethylmethacrylamide S(=O)(=O)(O)CC=C(C(=O)N)C